O1COC2=C1C=CC(=C2)CC(C)N(C(CC)=O)C N-[2-(2H-1,3-Benzodioxol-5-yl)-1-methyl-ethyl]-N-methylpropionamide